(2R,3R,4R,5R,6R)-3-azido-4,5-bis(benzyloxy)-6-((benzyloxy)methyl)tetrahydro-2H-pyran-2-ol N(=[N+]=[N-])[C@H]1[C@@H](O[C@@H]([C@@H]([C@@H]1OCC1=CC=CC=C1)OCC1=CC=CC=C1)COCC1=CC=CC=C1)O